F[C@@H]1CN(CC[C@H]1NC1=NN2C(C=N1)=C(C(=C2)C#N)C(F)(F)F)S(=O)(=O)C 2-(((3R,4R)-3-fluoro-1-(methylsulfonyl)piperidin-4-yl)amino)-5-(trifluoromethyl)pyrrolo[2,1-f][1,2,4]triazine-6-carbonitrile